4-iodo-1-{[2-(trimethylsilyl)ethoxy]methyl}-1H-pyrazole IC=1C=NN(C1)COCC[Si](C)(C)C